(6aS,10aR)-6,6,9-trimethyl-3-phenethyl-6a,7,8,10a-tetrahydro-6H-benzo[c]chromen-1-ol CC1(OC=2C=C(C=C(C2[C@H]2[C@@H]1CCC(=C2)C)O)CCC2=CC=CC=C2)C